3-((3,4-dichlorophenyl)sulfonamido)-N-(5-methyl-1H-imidazol-2-yl)benzamide ClC=1C=C(C=CC1Cl)S(=O)(=O)NC=1C=C(C(=O)NC=2NC(=CN2)C)C=CC1